CO[C@H]1C[C@H](C1)NC1=NN2C(C=N1)=C(C=C2)C=2C=C1C(=NC2)N=C(N1C1CCOCC1)C N-(cis-3-methoxycyclobutyl)-5-(2-methyl-1-(tetrahydro-2H-pyran-4-yl)-1H-imidazo[4,5-b]pyridin-6-yl)pyrrolo[2,1-f][1,2,4]triazin-2-amine